BrC=1C=CC(=C(CNCCCSC2=NN=NN2C)C1)OCC1=CC=C(C=C1)F N-{5-bromo-2-[(4-fluorobenzyl)oxy]benzyl}-N-{3-[(1-methyl-1H-tetraazol-5-yl)sulfanyl]propyl}amine